COC(=O)C=1C=NC(=CC1C1(CC1)C#N)C 4-(1-cyanocyclopropyl)-6-methylpyridine-3-carboxylic acid methyl ester